(3β)-3-(Acetyloxy)-25-hydroxycholest-5-en-7-one C(C)(=O)O[C@@H]1CC2=CC([C@H]3[C@@H]4CC[C@H]([C@@H](CCCC(C)(C)O)C)[C@]4(CC[C@@H]3[C@]2(CC1)C)C)=O